FC1=C(OP(=O)(OC2=CC=CC=C2)N[C@H](C(=O)OCC(CC)CC)C)C(=C(C(=C1F)F)F)F 2-ethylbutyl ((2S)-2-(((perfluorophenoxy) (phenoxy) phosphoryl) amino) propionate)